C1(CCCCC1)N1N=C(C(=C1)N1N=NC(=C1)C=1C=NN2C1N=CC=C2)C(F)F 3-(1-(1-cyclohexyl-3-(difluoromethyl)-1H-pyrazol-4-yl)-1H-1,2,3-triazol-4-yl)pyrazolo[1,5-a]pyrimidine